(R)-(1-(2-(1-(cyclopropylmethyl)-1H-indol-2-yl)-3-phenylimidazo[1,2-a]pyridine-7-carbonyl)piperidin-3-yl)carbamic acid tert-butyl ester C(C)(C)(C)OC(N[C@H]1CN(CCC1)C(=O)C1=CC=2N(C=C1)C(=C(N2)C=2N(C1=CC=CC=C1C2)CC2CC2)C2=CC=CC=C2)=O